[N+](=[N-])=C(C(C(C)(C)C)=O)S(=O)(=O)C(C)(C)C 1-Diazo-1-(1,1-dimethylethylsulfonyl)-3,3-dimethyl-2-butanon